ClC=1C(=C(C=2N=C(N=C(C2N1)N)C)N)C 6-chloro-dimethyl-pyrido[3,2-d]pyrimidine-4,8-diamine